N1(C=NC=C1)C[C@@H](C)OC=1C=CC=C2C=C(N(C12)CC1CC1)CO (R)-(7-((1-(1H-imidazol-1-yl)propan-2-yl)oxy)-1-(cyclopropylmethyl)-1H-indol-2-yl)methanol